(2R,4R)-1-(3-chloro-2-fluorobenzyl)-4-((4-cyclopropyl-3-fluoro-6-((5-methyl-1H-pyrazol-3-yl)-amino)pyridin-2-yl)meth-yl)-2-methylpiperidine-4-carboxylic acid ClC=1C(=C(CN2[C@@H](C[C@@](CC2)(C(=O)O)CC2=NC(=CC(=C2F)C2CC2)NC2=NNC(=C2)C)C)C=CC1)F